6-Bromo-2-(4-methylpiperidin-4-yl)-1,3-benzoxazole BrC1=CC2=C(N=C(O2)C2(CCNCC2)C)C=C1